isopropyl (4-(5-(4-(5-benzyl-2-oxooxazolidin-3-yl)-2-(N-(tert-butyl) sulfamoyl)phenyl)thiazol-2-yl)phenyl)carbamate C(C1=CC=CC=C1)C1CN(C(O1)=O)C1=CC(=C(C=C1)C1=CN=C(S1)C1=CC=C(C=C1)NC(OC(C)C)=O)S(NC(C)(C)C)(=O)=O